C[C@H]1CN(CCN1C)C1=C2C=CN=NC2=C(C=C1)C(=O)NC=1C=C(C=2N(C1)C=C(N2)C)F 5-[(3S)-3,4-dimethylpiperazin-1-yl]-N-[8-fluoro-2-methylimidazo[1,2-a]pyridin-6-yl]cinnoline-8-carboxamide